CN1N=C(C=C1)/C=C/C(=O)OCC ethyl (E)-3-(1-methylpyrazol-3-yl)prop-2-enoate